2-[2-(difluoromethoxy)ethyl]-6-[[5-[5-[[(2R,3S)-3-hydroxytetrahydrofuran-2-yl]methoxy]-2-methyl-4-pyridyl]pyrazolo[1,5-a]pyridin-2-yl]amino]-4-methyl-pyridazin-3-one FC(OCCN1N=C(C=C(C1=O)C)NC1=NN2C(C=C(C=C2)C2=CC(=NC=C2OC[C@H]2OCC[C@@H]2O)C)=C1)F